NCCCCC#CC1=C(C(=O)O)C=C(C=C1)NC(CCNC(C[C@H]1C=2N(C3=C(C(=N1)C1=CC=C(C=C1)Cl)C(=C(S3)C)C)C(=NN2)C)=O)=O (S)-2-(6-aminohex-1-yn-1-yl)-5-(3-(2-(4-(4-chlorophenyl)-2,3,9-trimethyl-6H-thieno[3,2-f][1,2,4]triazolo[4,3-a][1,4]diazepin-6-yl)acetamido)propanamido)benzoic acid